FC1(CCC(CC1)NC1=NC(=CC(=C1)CNC(C)=O)N1N=C(C(=C1)C)CF)F N-((2-((4,4-difluorocyclohexyl)amino)-6-(3-(fluoromethyl)-4-methyl-1H-pyrazol-1-yl)pyridin-4-yl)methyl)acetamide